COC(=O)C1=NN(C=C1[N+](=O)[O-])C1OCCCC1 4-nitro-1-(tetrahydro-2H-pyran-2-yl)-1H-pyrazole-3-carboxylic acid methyl ester